pent-4-ynamide C(CCC#C)(=O)N